C1(CC1)C=1NC(=NN1)C1CC2(CN(C2)C(=O)N2CC3(C2)CC(C3)N3CC(C3)C(F)(F)F)C1 [6-(5-cyclopropyl-4H-1,2,4-triazol-3-yl)-2-azaspiro[3.3]heptan-2-yl]-[6-[3-(trifluoromethyl)azetidin-1-yl]-2-azaspiro[3.3]heptan-2-yl]methanone